C(C)(C)(C)OC(=O)N1CC2(CN(C2)C2=CC=C(C=C2)Br)CCC1 2-(4-Bromophenyl)-2,6-diazaspiro[3.5]nonane-6-carboxylic acid tert-butyl ester